5-Methoxy-3,4-methylenedioxyamphetamine COC=1C2=C(C=C(CC(N)C)C1)OCO2